The molecule is a C80 mycolic acid having a C54 meromycolic chain with two cis cyclopropyl functions and a saturated C26 alpha-branch. It is produced by Mycobacterium tuberculosis H37Ra. It has a role as a bacterial metabolite. It is a hydroxy fatty acid and a mycolic acid. It is a conjugate acid of a (2R)-2-[(1R)-1-hydroxy-20-{2-[10-(2-octadecylcyclopropyl)decyl]cyclopropyl}icosyl]hexacosanoate. CCCCCCCCCCCCCCCCCCCCCCCC[C@H]([C@@H](CCCCCCCCCCCCCCCCCCCC1CC1CCCCCCCCCCC2CC2CCCCCCCCCCCCCCCCCC)O)C(=O)O